ClC=1C=C(C=C(C1)Cl)C=1OC2=C(N1)C=CC(=C2)C(=O)N[C@H]2[C@@H](CCC2)O 2-(3,5-dichlorophenyl)-N-((trans)-2-hydroxycyclopentyl)benzo-[d]oxazole-6-carboxamide